N1C=NC(=C1)C=1C(=CC(=NC1)NC(C)=O)NC1=NC(=CC(=C1)C)S(=O)(=O)C N-(5-(1H-imidazol-4-yl)-4-((4-methyl-6-(methylsulfonyl)pyridin-2-yl)amino)pyridin-2-yl)acetamide